3-cyano-7,7-difluoro-1-(2-trimethylsilylethoxymethyl)-4,6-dihydropyrazolo[4,3-c]pyridine-5-carboxylic acid tert-butyl ester C(C)(C)(C)OC(=O)N1CC2=C(C(C1)(F)F)N(N=C2C#N)COCC[Si](C)(C)C